1-(4-(4-(4-(2,2'-bipyridin-3-ylamino)pyrimidin-2-ylamino)-2-methoxyphenyl)Piperidin-1-yl)ethanone N1=C(C(=CC=C1)NC1=NC(=NC=C1)NC1=CC(=C(C=C1)C1CCN(CC1)C(C)=O)OC)C1=NC=CC=C1